α-Amino-5-hydroxy-2-pyridinepropanoic acid NC(C(=O)O)CC1=NC=C(C=C1)O